C[N+](C)(C)OCC N,N,N-trimethyleth-1-oxy-ammonium